CN(C(CC)=O)C(CC)=O N-methyl-N-(1-oxopropyl)propionamide